ClC=1C=C(C=C(C1)F)[C@@H]1N(OCC1)C1=CC(=NC=N1)NC=1C(=CC(=C(C1)NC(C=C)=O)N1CCC(CC1)N1[C@H](CN(CC1)C1CC1)C)OC N-(5-((6-((R)-3-(3-chloro-5-fluorophenyl)-isoxazolidine-2-yl)pyrimidine-4-yl)amino)-2-(4-((S)-4-cyclopropyl-2-methylpiperazine-1-yl)piperidine-1-yl)-4-methoxyphenyl)acrylamide